BrC1=C2C=NN(C2=CC(=C1[C@@H]1[C@@H](C1)C=O)Cl)C1OCCCC1 |o1:10,11| rel-(1R,2S)-2-(4-bromo-6-chloro-1-(tetrahydro-2H-pyran-2-yl)-1H-indazol-5-yl)cyclopropane-1-carbaldehyde